CN1N=CC(=C1)C=1N=C(C=2N(C1)N=CC2)O[C@@H]2CN(CCCC2)C(C=C)=O 1-[(3S)-3-[6-(1-methylpyrazol-4-yl)pyrazolo[1,5-a]pyrazin-4-yl]oxyazepan-1-yl]prop-2-en-1-one